C(C)(C)(C)OC(=O)N[C@H](C(=O)OC)C[C@H]1C(NCC1)=O methyl (2S)-2-{[(tert-butoxy) carbonyl] amino}-3-[(3S)-2-oxopyrrolidin-3-yl]-propanoate